Br.Br.ClC=1C(=C(C=CC1)C1(CCNCC1)NC1=CC=C2C(C(N(C2=C1)C)=O)(C)C)C 6-{[4-(3-chloro-2-methylphenyl)piperidin-4-yl]amino}-1,3,3-trimethylindol-2-one dihydrobromide